FC(C1=NN=C(O1)C1=CC(=C(CC2=NOC(=N2)C2=CC=C(C=C2)CN)C(=C1)F)F)F (4-(3-(4-(5-(difluoromethyl)-1,3,4-oxadiazol-2-yl)-2,6-difluorobenzyl)-1,2,4-oxadiazol-5-yl)phenyl)methylamine